IC1=CN(C2=C(C=CC=C12)[N+](=O)[O-])S(=O)(=O)C1=CC=C(C)C=C1 3-iodo-7-nitro-1-p-toluenesulfonyl-1H-indole